C(=O)[C@@H]1C[C@@H](CCC1)C(=O)OC methyl (1r,3s)-3-formylcyclohexane-1-carboxylate